O1C=CC2=C1C=C(C=C2)CC(CC)NC 1-(benzofuran-6-yl)-2-(methylamino)butan